Ethyl 5-(1-(4-fluorophenyl)propyl)-4H-1,2,4-triazole-3-carboxylate FC1=CC=C(C=C1)C(CC)C=1NC(=NN1)C(=O)OCC